C1(=CC=CC2=CC=CC=C12)C1=C2C(=C3C(=NC=NC3=C1)N1CCN(CC1)C(C=C)=O)OCCC2 1-(4-(5-(naphthalen-1-yl)-3,4-dihydro-2H-pyrano[2,3-f]quinazolin-10-yl)piperazin-1-yl)prop-2-en-1-one